BrCC1=NC(=C(N=C1C)C)C 2-(bromomethyl)-3,5,6-trimethylpyrazine